[Cl-].[Cl-].C(C)(C)C=1C(C2=CC(=CC(=C2C1)C1=CC=CC=C1)C)[Zr+2]C1C(=CC2=C(C=C(C=C12)C)C1=CC=C(C=C1)C(C)(C)C)C (2-isopropyl-6-methyl-4-phenyl-indenyl)(2,6-dimethyl-4-(p-tert-butyl-phenyl)indenyl)-zirconium dichloride